ClC1=C(C=CC=C1Cl)N1CCN(CC1)CCCCOC1=CC=C2CCC(NC2=C1)=O 7-{4-[4-(2,3-dichlorophenyl)-1-piperazinyl]-butoxy}-3,4-dihydro-2(1H)-quinolinone